C(C)(C)(C)OC(=O)N1C=CC=2C1=NC=CC2Br 4-bromo-1H-pyrrolo[2,3-b]pyridine-1-carboxylic acid tert-butyl ester